5-(2,6-dichloro-4-nitrobenzeneOxy)pyridin-2(1H)-one ClC1=C(C(=CC(=C1)[N+](=O)[O-])Cl)OC=1C=CC(NC1)=O